CC1=NOC(=C1)C1=CC=C(S1)S(=O)(=O)N1CCN(CC1)C[C@H](C)NC1=NC=NC2=C(C=CC=C12)C1=CC=NC=C1 N-[(2S)-1-(4-{[5-(3-methyl-1,2-oxazol-5-yl)thiophen-2-yl]sulfonyl}piperazin-1-yl)propan-2-yl]-8-(pyridin-4-yl)quinazolin-4-amine